C(C)(C)(C)C=1C(=C(C=CC1)S)C#C tertiary butyl-ethynyl-thiophenol